2-butyl-1,2,3,4-tetrahydroisoquinoline C(CCC)N1CC2=CC=CC=C2CC1